FC=1C=C2C(=CNC(C2=CC1F)=O)[C@@H](C)N(C(=O)C=1C=C2C=CC(=CN2C1)F)C |r| Racemic-N-(1-(6,7-difluoro-1-oxo-1,2-dihydroisoquinolin-4-yl)ethyl)-6-fluoro-N-methylindolizine-2-carboxamide